C(C1=CC=CC=C1)C=1N=C(NN1)C(=O)O 5-benzyl-2H-1,2,4-triazole-3-carboxylic acid